FC1=C(C(=CC=C1F)OC([2H])([2H])[2H])C(OC=1C(=CC(=C(C1)N1C(NC=2C(C1=O)=C(SC2)C(=O)O)=O)F)OC)[2H] 3-(5-((2,3-difluoro-6-(methoxy-d3)phenyl)methoxy-d)-2-fluoro-4-methoxyphenyl)-2,4-dioxo-1,2,3,4-tetrahydrothieno[3,4-d]pyrimidine-5-carboxylic acid